Cl.C1NCC2=CC(=CC=C12)C(C)=O 1-(isoindolin-5-yl)ethanone hydrochloride